C(CCCCCCCCCCCCCCCCCCCCCCCCCCCCC)C1(CC1)CCCCO 4-(1-triacontylcyclopropyl)butan-1-ol